(S)-2-(4-(2-(4-(3-(6-cyano-5-(trifluoromethyl)pyridin-3-yl)-5,5-dimethyl-4-oxo-2-thioxoimidazolidin-1-yl)-2-ethylphenoxy)ethyl)piperidin-1-yl)propionic acid C(#N)C1=C(C=C(C=N1)N1C(N(C(C1=O)(C)C)C1=CC(=C(OCCC2CCN(CC2)[C@H](C(=O)O)C)C=C1)CC)=S)C(F)(F)F